CC1=C(C=CC(=C1)Cl)OCCCC(=O)O The molecule is a monocarboxylic acid that is butyric acid substituted by a 2-methyl-4-chlorophenoxy group at position 4. It has a role as a xenobiotic, an environmental contaminant and a phenoxy herbicide. It is an aromatic ether, a member of monochlorobenzenes and a monocarboxylic acid.